C(C)(C)(C)C1=CC(=NC=C1)C=1NC2=CC=C(C=C2C1)/C=C/C(=O)O (E)-3-[2-(4-tert-butyl-2-pyridyl)-1H-indol-5-yl]prop-2-enoic acid